3-{[(3S)-3-hydroxy-2,3-dihydro-1-benzofuran-7-ylamino]-1H-indazol-6-yl}-5'-methoxyspiro[cyclopropane-1,3'-indol]-2'(1'H)-one O[C@@H]1COC2=C1C=CC=C2NN2N=CC1=CC=C(C=C21)C2CC21C(NC2=CC=C(C=C12)OC)=O